terbium telluroborate B([Te-])([O-])[O-].[Tb+3]